C(CCCCCCCCCCCCCCC)OCCCCCCCCCCCCCCCC(=O)[O-] 16-hexadecyloxy-hexadecanoate